C1=CNC=2C1=C1C3=C(C(=NC1=CC2)C2=CC=C(C=C2)O)CCC3 4-(3,8,9,10-tetrahydrocyclopenta[c]pyrrolo[3,2-f]quinolin-7-yl)phenol